C(C)(=O)OC1=C(C=C(C=C1)C(=O)N1CCC2=CC(=CC=C12)S(=O)(=O)N1CCN(CC1)C1=NC(=CC(=C1)C(F)(F)F)Cl)OC(C)=O [2-Acetoxy-4-[5-[4-[6-chloro-4-(trifluoromethyl)-2-pyridyl]piperazin-1-yl]sulfonylindoline-1-carbonyl]phenyl] acetate